isopropyl 2-((tert-butoxycarbonyl) amino)-5-oxo-4-phenylhexanoate C(C)(C)(C)OC(=O)NC(C(=O)OC(C)C)CC(C(C)=O)C1=CC=CC=C1